O1CC(C1)C1N(S(OC1)(=O)=O)C(=O)OC(C)(C)C tert-butyl 4-(oxetan-3-yl)-2,2-dioxo-1,2lambda6,3-oxathiazolidine-3-carboxylate